(Z)-oxacyclopentadecan-10-en-2-one O1C(CCCCCCC\C=C/CCCC1)=O